Cl.Cl.ClC1=C2C(=C(N=N1)N[C@H]1CNCCC1)COCC2 1-chloro-N-[(3R)-piperidin-3-yl]-7,8-dihydro-5H-pyrano[3,4-d]pyridazin-4-amine dihydrochloride